1,3-di(naphthalene-2-yl)propane C1=C(C=CC2=CC=CC=C12)CCCC1=CC2=CC=CC=C2C=C1